N1C(=CC2=CC=CC=C12)CN1CCN(CC1)CC(COC1=CC=C(C=C1)C(C)(C)C)O [4-(1H-indol-2-ylmethyl)piperazin-1-yl]-3-{[4-(2-methylpropan-2-yl)phenyl]oxy}propan-2-ol